COC1=C(C=CC=C1)NC(C1=CC=C(C=C1)NS(=O)(=O)C1=CC(=CC=C1)C(F)(F)F)=O N-(2-methoxyphenyl)-4-((3-(trifluoromethyl)phenyl)sulfonamido)benzamide